(11E)-octadecenoate CCCCCC/C=C/CCCCCCCCCC(=O)[O-]